NCC(CNC(=O)[C@@H]1CC[C@H](CC1)C(F)(F)C1=CC(=NC(=C1)N1CCN(CC1)S(=O)(=O)C1=CC=C(C=C1)N1C(C[C@H](C1)N)=O)Cl)O Trans-N-(3-amino-2-hydroxy-propyl)-4-[[2-chloro-6-[4-[4-[(4R)-4-amino-2-oxo-pyrrolidin-1-yl]phenyl]sulfonylpiperazin-1-yl]-4-pyridyl]-difluoro-methyl]cyclohexanecarboxamide